4-bromo-3-hydroxy-4-methoxybenzaldehyde BrC1(C(C=C(C=O)C=C1)O)OC